C(CCC)NS(=O)(=O)C(F)(F)F N-butyl-1,1,1-trifluoromethyl-sulfonamide